((2S)-1-(((2S)-1-hydroxy-3-(2-oxopyrrolidin-3-yl)propan-2-yl)amino)-4-methyl-1-oxopent-2-yl)carbamic acid OC[C@H](CC1C(NCC1)=O)NC([C@H](CC(C)C)NC(O)=O)=O